2-(1-(Isocyanatomethyl)cyclopropyl)-4-methylthiophene N(=C=O)CC1(CC1)C=1SC=C(C1)C